N-(4-{[4-(1,3-Benzoxazol-2-yl)phenyl]carbamoyl}phenyl)-1-benzofuran-2-carboxamid O1C(=NC2=C1C=CC=C2)C2=CC=C(C=C2)NC(=O)C2=CC=C(C=C2)NC(=O)C=2OC1=C(C2)C=CC=C1